N-(6-amino-5-ethylpyridin-3-yl)-2-(5-methyl-2-(2'-oxospiro[cyclobutane-1,3'-indolin]-5'-yl)piperidin-1-yl)-2-oxoacetamide NC1=C(C=C(C=N1)NC(C(=O)N1C(CCC(C1)C)C=1C=C2C3(C(NC2=CC1)=O)CCC3)=O)CC